C1(CCCC1)COC1=CC=CC=2C3NC(N(C(OC21)(C3)C)C=3C=C(C(=O)NCCC2=CC=C(C=C2)C)C=CC3)=O 3-(10-(cyclopentylmethoxy)-2-methyl-4-oxo-5,6-dihydro-2H-2,6-methanobenzo[g][1,3,5]oxadiazocin-3(4H)-yl)-N-(4-methylphenethyl)benzamide